O(S(=O)(=O)C(F)(F)F)C1CC(C1)(F)F 3,3-difluorocyclobutyl triflate